C(C1=CC=CC=C1)NC(=O)[C@H]1NC(CC1)=O (S)-N-benzyl-5-oxopyrrolidine-2-carboxamide